FC=1C=C(ONC2=CC=CC=C2)C=CC1Br (3-fluoro-4-bromophenoxy)aniline